1-(2-(5-(3-methyl-4-(trifluoromethyl)phenyl)isoindolin-2-yl)-2-oxoethyl)-1H-1,2,4-triazole-3-carbonitrile CC=1C=C(C=CC1C(F)(F)F)C=1C=C2CN(CC2=CC1)C(CN1N=C(N=C1)C#N)=O